15-hexadecadienal C=CC=CCCCCCCCCCCC(C)=O